N-[4-[(6-ethoxy-7-methoxy-1,5-naphthyridin-4-yl)oxy]-3-fluorophenyl]-5-(4-fluorophenyl)-4-hydroxy-2-(methoxymethyl)-6-methylpyridine-3-carboxamide C(C)OC=1N=C2C(=CC=NC2=CC1OC)OC1=C(C=C(C=C1)NC(=O)C=1C(=NC(=C(C1O)C1=CC=C(C=C1)F)C)COC)F